BrN1C(C(=CC2=CC=CC(=C12)F)C)=O bromo-8-fluoro-3-methylquinolin-2(1H)-one